tert-butyl (1-((1-(4-fluoro-3-(trifluoromethoxy)phenyl)cyclopropyl)amino)-2-methylpropan-2-yl)carbamate FC1=C(C=C(C=C1)C1(CC1)NCC(C)(C)NC(OC(C)(C)C)=O)OC(F)(F)F